CCCCC/C=C\C/C=C\CCCCCCCC(=O)O[C@H](COC(=O)CCCC/C=C\C/C=C\C/C=C\C/C=C\CC)COP(=O)([O-])OCC[N+](C)(C)C 1-(6Z,9Z,12Z,15Z-octadecatetraenoyl)-2-(9Z,12Z-octadecadienoyl)-glycero-3-phosphocholine